NC1=C2C(=NC=N1)N(N=C2C)[C@H](C)C=2C(=C(C(=C(C2)Cl)F)[C@@H]2CC(NC2)=O)OCC (S)-4-(3-((R)-1-(4-Amino-3-methyl-1H-pyrazolo[3,4-d]pyrimidin-1-yl)ethyl)-5-chloro-2-ethoxy-6-fluorophenyl)pyrrolidin-2-on